(butoxybenzoyloxy) benzoate C(C1=CC=CC=C1)(=O)OOC(C1=C(C=CC=C1)OCCCC)=O